NC1=CC=C(C=N1)OCC(C#N)(C)C 3-((6-aminopyridin-3-yl)oxy)-2,2-dimethylpropionitrile